FC(C(=O)O)(F)F.FC(C(=O)O)(F)F.FC(C(=O)O)(F)F.N1=CC=CC=C1 pyridine tris(2,2,2-trifluoroacetate)